CN1N=C(C=C1C)NC1=NC=C(C(=N1)C1=CNC2=C(C=CC=C12)NC(CN1C[C@H](CC1)OC1=NOC(=C1)C)=O)C (S)-N-(3-(2-((1,5-dimethyl-1H-pyrazol-3-yl)amino)-5-methylpyrimidin-4-yl)-1H-indol-7-yl)-2-(3-((5-methylisoxazol-3-yl)oxy)pyrrolidin-1-yl)acetamide